(2S,3S,4R,5R)-1-benzyl 2-methyl 4-hydroxy-3,5-dimethyl-3-(3-(4,4,5,5-tetramethyl-1,3,2-dioxaborolan-2-yl)propyl)pyrrolidine-1,2-dicarboxylate O[C@@H]1[C@]([C@H](N([C@@H]1C)C(=O)OCC1=CC=CC=C1)C(=O)OC)(CCCB1OC(C(O1)(C)C)(C)C)C